IC1=C(N=NN1CC1=CC=C(C=C1)OC)CO (5-iodo-1-(4-methoxybenzyl)-1H-1,2,3-triazol-4-yl)methanol